10-(4-methoxyphenyl)-9,10-dihydro-acridine COC1=CC=C(C=C1)N1C=2C=CC=CC2CC2=CC=CC=C12